3-bromo-5-[5-[(4-chloro-1-tetrahydropyran-2-yl-indazol-5-yl)amino]-1,3,4-oxadiazol-2-yl]-1-methyl-pyridin-2-one BrC=1C(N(C=C(C1)C=1OC(=NN1)NC=1C(=C2C=NN(C2=CC1)C1OCCCC1)Cl)C)=O